3-(4-chlorophenyl)-2-[(1S)-1-(4-chlorophenyl)ethyl]-3-[(4-hydroxyoxocyclopent-3-yl)oxy]-6-(prop-1-en-2-yl)-2,3-dihydro-1H-isoindol-1-one ClC1=CC=C(C=C1)C1(N(C(C2=CC(=CC=C12)C(=C)C)=O)[C@@H](C)C1=CC=C(C=C1)Cl)OC1CC(CC1O)=O